3-[2-[di(propan-2-yl)amino]ethyl]-1H-indol-4-ol CC(C)N(CCC1=CNC=2C=CC=C(C12)O)C(C)C